(3-amino-5-cyanophenyl)boronic acid NC=1C=C(C=C(C1)C#N)B(O)O